COCCN(C(OC(C)(C)C)=O)[C@@H]1CN(CCC1)C1=C2C(=NC=C1)N(C=C2C=2C=NC=NC2)COCC[Si](C)(C)C tert-butyl N-(2-methoxyethyl)-N-[(3S)-1-[3-pyrimidin-5-yl-1-(2-trimethylsilylethoxymethyl) pyrrolo[2,3-b]pyridin-4-yl]-3-piperidyl]carbamate